(2R,3R)-2-(2-methoxyphenyl)-5-oxo-N-[(1R,3S)-3-{[2-(trifluoromethyl)quinolin-4-yl]amino}cyclohexyl]oxolane-3-carboxamide COC1=C(C=CC=C1)[C@@H]1OC(C[C@H]1C(=O)N[C@H]1C[C@H](CCC1)NC1=CC(=NC2=CC=CC=C12)C(F)(F)F)=O